Octan-1-one C(CCCCCCC)=O